N[C-]1C=CC=C1.[CH-]1C=CC=C1.[Fe+2] Amino-ferrocen